C(C)C=1C=C(C=CC1)C#CC 3-ethyl-phenylpropyne